O1C(=NN=C1)C#CCN1C2=C(CCC(C1=O)C1=C(C=C(C=C1)C(F)(F)F)C(F)(F)F)C=C(C=C2)F 1-(3-(1,3,4-oxadiazol-2-yl)prop-2-ynyl)-3-(2,4-bis(trifluoromethyl)phenyl)-7-fluoro-4,5-dihydro-1H-benzo[b]azepin-2(3H)-one